(7R)-3-[(3-chloro-2-methoxyphenyl)amino]-7-{[(2R)-4-methylmorpholin-2-yl]Methyl}-2-(pyridin-4-yl)-1H,5H,6H,7H-pyrrolo[3,2-c]Pyridin-4-one ClC=1C(=C(C=CC1)NC1=C(NC2=C1C(NC[C@H]2C[C@@H]2CN(CCO2)C)=O)C2=CC=NC=C2)OC